N1=CC=C(C=C1)C#CC#CC1=CC=NC=C1 1,4-di(pyridin-4-yl)buta-1,3-diyne